ClC1=NC=CC2=C1SC=1N=C(N=C(C12)N1C[C@H]2CC[C@@H](C1)N2C(=O)OC(C)(C)C)S(=O)C Tert-butyl (1R,5S)-3-(8-chloro-2-(methylsulfinyl)pyrido[4',3':4,5]thieno[2,3-d]pyrimidin-4-yl)-3,8-diazabicyclo[3.2.1]octane-8-carboxylate